3-[3-chloro-4-(1H-pyrrolo[2,3-b]pyridin-4-yloxy)phenyl]-1-[3-(trifluoromethyl)phenyl]-2,4-imidazolidinedione trifluoroacetate FC(C(=O)O)(F)F.ClC=1C=C(C=CC1OC1=C2C(=NC=C1)NC=C2)N2C(N(CC2=O)C2=CC(=CC=C2)C(F)(F)F)=O